C(C)(=O)OCC[C@@]1([C@@H](CC1)C(=C)C)CCCC(=C)C (1R,2S)-cis-2-Isopropenyl-1-(4-methyl-4-penten-1-yl)-cyclobutaneethanol acetate